FC1(CCN(CC1)CC1CCN(CC1)C1=C2CN(C(C2=CC=C1)=O)C1C(NC(CC1)=O)=O)CN1CCN(CC1)C1=NC=NC(=C1)C=1NN=C2C=CC(=CC12)OC1(CC1)C 3-[4-[4-[[4-fluoro-4-[[4-[6-[5-(1-methylcyclopropoxy)-2H-indazol-3-yl]pyrimidin-4-yl]piperazin-1-yl]methyl]-1-piperidyl]methyl]-1-piperidyl]-1-oxo-isoindolin-2-yl]piperidine-2,6-dione